6,7-dichloro-3-(1H-pyrazol-4-yl)-1-(2H-triazol-4-yl)indole ClC1=CC=C2C(=CN(C2=C1Cl)C1=NNN=C1)C=1C=NNC1